1-Hydroxy-3-methyl-4-aminobenzene OC1=CC(=C(C=C1)N)C